C(C=C)[Sn](Cl)(Cl)Cl allyl-trichlorotin